C(C)OC=1C2=C(N=C(N1)SC)CN(C2=O)[C@H]2[C@H](CCCC2)O 4-ethoxy-6-((1R,2S)-2-hydroxycyclohexyl)-2-(methylthio)-6,7-dihydro-5H-pyrrolo[3,4-d]pyrimidin-5-one